ClC1=C(C=C(OCC(=O)N[C@H]2CO[C@@H](CC2)C=2OC(=NN2)C2(CCC2)OC(F)(F)F)C=C1)F 2-(4-chloro-3-fluoro-phenoxy)-N-[(3r,6s)-6-[5-[3-cis-(trifluoromethoxy)cyclobutyl]-1,3,4-oxadiazol-2-yl]tetrahydropyran-3-yl]acetamide